ClC=1C(=NC=CC1C=N[S@@](=O)C(C)(C)C)F (S)-N-((3-chloro-2-fluoropyridin-4-yl)methylene)-2-methylpropan-2-sulfinamide